CC=1C=C2C=CC(=CN2C1C(=O)OC)SC1=CC=CC=C1 methyl 2-methyl-6-(phenylthio)indolizine-3-carboxylate